1-N-[2-[5-[tert-butyl-(diphenyl)silyl]oxypentyl]-6-(1-hydroxy-1-methyl-ethyl)indazol-yl]-6-(trifluoromethyl)pyridine-2-carboxamide potassium sodium [Na].[K].C(C)(C)(C)[Si](OCCCCCN1N=C2C=C(C=CC2=C1N1C(C=CC=C1C(F)(F)F)C(=O)N)C(C)(C)O)(C1=CC=CC=C1)C1=CC=CC=C1